2-(2,4-Dichlorophenyl)-5-(Hydroxymethyl)-1-(4-Iodophenyl)-N-(Piperidin-1-Yl)-1H-Imidazole-4-Carboxamide ClC1=C(C=CC(=C1)Cl)C=1N(C(=C(N1)C(=O)NN1CCCCC1)CO)C1=CC=C(C=C1)I